7-oxo-9-(3-methoxyphenyl)-8-(3-methoxybenzyl)-3,6-dioxa-8-aza-nonanyl-N,N-dimethylamine O=C(OCCOCCN(C)C)N(CC1=CC(=CC=C1)OC)CC1=CC(=CC=C1)OC